FC(N1N=C(C=C1)NC1=NC=CC(=C1)OC=1C=NC(=CC1)[N+](=O)[O-])F N-(1-(difluoromethyl)-1H-pyrazol-3-yl)-4-((6-nitropyridin-3-yl)oxy)pyridin-2-amine